CS(=O)(=O)C1=CC(=C(C(=O)O)C=C1)N1CCC2(CC2)CC1 4-(methylsulfonyl)-2-(6-azaspiro[2.5]octan-6-yl)benzoic acid